S1C=C(C=C1)CCN 2-thiophen-3-ylethylamine